(succinic acid), calcium salt [Ca+2].C(CCC(=O)[O-])(=O)[O-]